C(C(=C)C)(=O)N1CCCCC1 methacryloylpiperidin